C(CCCCCCCCCCCCCCC)(=O)[O-].[W+4].C(CCCCCCCCCCCCCCC)(=O)[O-].C(CCCCCCCCCCCCCCC)(=O)[O-].C(CCCCCCCCCCCCCCC)(=O)[O-] tungsten palmitoate